S(=O)(=O)(O)OS(=O)(=O)O.C1(CC1)C[C@H](N1CCN(CC1)CC=C)C1=CC=C(C=C1)[C@H](C)NC=1N=CC2=C(N(C(OC2)=O)CC)N1 7-[[(1S)-1-[4-[(1S)-2-cyclopropyl-1-(4-prop-2-enylpiperazin-1-yl)ethyl]phenyl]ethyl]amino]-1-ethyl-4H-pyrimido[4,5-d][1,3]oxazin-2-one disulfate